N-(4-aminobutyl)-3-(6-fluoro-1H-benzo[d]imidazol-2-yl)-1H-indazole-5-carboxamide NCCCCNC(=O)C=1C=C2C(=NNC2=CC1)C1=NC2=C(N1)C=C(C=C2)F